6-(2-(((3R,4R)-3-hydroxy-1-(methylsulfonyl)piperidin-4-yl)amino)pyrrolo[2,1-f][1,2,4]triazin-7-yl)nicotinaldehyde O[C@@H]1CN(CC[C@H]1NC1=NN2C(C=N1)=CC=C2C2=NC=C(C=O)C=C2)S(=O)(=O)C